(S)-2-amino-6-((3-aminopropyl)amino)hexanoic acid N[C@H](C(=O)O)CCCCNCCCN